OC(C)(C)C1=NC2=CC(=CC=C2C(N1)=O)OC 2-(2-Hydroxy-prop-2-yl)-7-methoxy-quinazolin-4(3H)-one